FC(C(=O)O)(F)F.FC1=C(C=CC(=C1)F)[C@@H]1CC[C@H](CC1)OC=1N=NNC1C(=O)O 4-(((trans)-4-(2,4-difluorophenyl)cyclohexyl)oxy)-1H-1,2,3-triazole-5-carboxylic acid 2,2,2-trifluoroacetate